NC(C(C)C)O aminoisobutyl alcohol